tetrahydrospiro[cyclopropane-1,1'-oxazolo[3,4-a]pyrazin]-3'(5'h)-one C12(OC(N3C1CNCC3)=O)CC2